COC1=CC=C(C=C1)N1C(N2C(CNCC2)=C1C(=O)NCC=1C=CC2=C(N=C(O2)C)C1)=O 2-(4-methoxyphenyl)-N-[(2-methyl-1,3-benzoxazol-5-yl)methyl]-3-oxo-6,8-dihydro-5H-imidazo[1,5-a]pyrazine-1-carboxamide